CC=1OC(=CC1C(=O)Cl)C1=CC(=CC=C1)OC(F)(F)F 2-methyl-5-(3-(trifluoromethoxy)phenyl)furan-3-carbonyl chloride